N-(1-acryloylpiperidin-3-yl)-1-(4-fluorobenzyl)-7-methyl-5-(1H-pyrrole-2-carbonyl)-4,5,6,7-tetrahydro-1H-pyrazolo[4,3-c]pyridine-3-carboxamide C(C=C)(=O)N1CC(CCC1)NC(=O)C1=NN(C2=C1CN(CC2C)C(=O)C=2NC=CC2)CC2=CC=C(C=C2)F